S1C=2C(CC1=O)=CC=1SC(CC1C2)=O Benzo[1,2-b:4,5-b']dithiophene-2,6(3H,7H)-dione